(7R,14R)-11-(2-(6-amino-2-oxaspiro[3.3]heptan-6-yl)pyrimidin-5-yl)-1-ethynyl-6-(methyl-d3)-6,7-dihydro-7,14-methanobenzo[f]benzo[4,5]imidazo[1,2-a][1,4]diazocin-5(14H)-one NC1(CC2(COC2)C1)C1=NC=C(C=N1)C1=CC2=C(N=C3N2[C@H]2C4=C(C(N([C@@H]3C2)C([2H])([2H])[2H])=O)C=CC=C4C#C)C=C1